1-(4-{4-chloro-3-cyclopropyl-1H-pyrrolo[2,3-b]pyridin-3-yl}-1,3-thiazol-2-yl)-1,3-diazinan-2-one ClC1=C2C(=NC=C1)NCC2(C2CC2)C=2N=C(SC2)N2C(NCCC2)=O